CC(C)CCC(C)C 2,5-dimethyl-hexane